dicyclopentadienyl-2,6-difluorobenzene C1(C=CC=C1)C=1C=C(C(=CC1F)F)C1C=CC=C1